C(C)C=1C(=C2C=NNC2=C(C1F)N(C)CC)C=1C=CC=2N(C1)C=C(N2)NC(=O)C2C(C2)F N-(6-(5-ethyl-7-(ethyl(methyl)amino)-6-fluoro-1H-indazol-4-yl)imidazo[1,2-a]pyridin-2-yl)-2-fluorocyclopropane-1-carboxamide